methyl (1r,2'S,4S)-4-(3-chloroanilino)-2'-[(2R)-3-hydroxy-2-methylpropyl]-5'-methyl-2',3'-dihydrospiro[cyclohexane-1,1'-indene]-4-carboxylate ClC=1C=C(NC2(CCC3([C@H](CC4=CC(=CC=C34)C)C[C@H](CO)C)CC2)C(=O)OC)C=CC1